N[C@@H](CNC(OCC1C2=CC=CC=C2C=2C=CC=CC12)=O)C(=O)N1CCN(CC1)C 9H-fluoren-9-ylmethyl N-[(2S)-2-amino-3-(4-methylpiperazin-1-yl)-3-oxo-propyl]carbamate